N-cyclobutyl-7,9-dimethyl-pyrido[3',2':4,5]thieno[3,2-d]pyrimidin-4-amine C1(CCC1)NC=1C2=C(N=CN1)C1=C(S2)N=C(C=C1C)C